BrC=1C=C2C3=C(NC2=CC1)N=CNC3=O 6-bromo-3,9-dihydro-4H-pyrimido[4,5-b]indol-4-one